nickel (i) [2-fluoro-4-[[3-[1-(2-fluoroethyl)-3-(trifluoromethyl)pyrazol-4-yl]imidazo[1,2-a]pyrazin-8-yl]amino]-6-methylphenyl]-piperazin-1-ylmethanone FC1=C(C(=CC(=C1)NC=1C=2N(C=CN1)C(=CN2)C=2C(=NN(C2)CCF)C(F)(F)F)C)C(=O)N2CCNCC2.[Ni+]